N1NC(C2=CC=CC=C12)=O 1H-indazol-3(2H)-one